ethyl 2-(4-{[(3s,3ar,6s,6ar)-6-methoxyhexahydrofuro[3,2-b]furan-3-yl] oxy}-3-nitrophenyl)-4-methylthiazole-5-carboxylate CO[C@H]1CO[C@H]2[C@@H]1OC[C@@H]2OC2=C(C=C(C=C2)C=2SC(=C(N2)C)C(=O)OCC)[N+](=O)[O-]